BrCC1CCOCC1 4-(bromomethyl)oxane